2,3-diphenyl-1-benzofuran-4-yl trifluoromethanesulfonate FC(S(=O)(=O)OC1=CC=CC2=C1C(=C(O2)C2=CC=CC=C2)C2=CC=CC=C2)(F)F